3-((1-(6-((tert-butoxycarbonyl)amino)hexan-2-yl)-7-(dimethylcarbamoyl)-1H-benzo[d]imidazol-2-yl)carbamoyl)benzoic acid C(C)(C)(C)OC(=O)NCCCCC(C)N1C(=NC2=C1C(=CC=C2)C(N(C)C)=O)NC(=O)C=2C=C(C(=O)O)C=CC2